benzyl-3-(((benzyloxy) carbonyl) amino)-6-fluoroazacycloheptane-1-carboxylate C(C1=CC=CC=C1)OC(=O)N1CC(CCC(C1)F)NC(=O)OCC1=CC=CC=C1